NC(C(C1=CC=CC=C1)SC1=C(C(=C(C(=N1)N1CCN(CC1)C(C(=O)O)(C)C)C#N)CC)C#N)=O 2-(4-(6-((2-amino-2-oxo-1-phenylethyl)thio)-3,5-dicyano-4-ethylpyridin-2-yl)piperazin-1-yl)-2-methylpropionic acid